CS(=O)(=O)NC(=O)C1=CC=2N=C(N=C(C2O1)N1CCOCC1)N1N=C(C=C1)C=1C=C(C=CC1)C N-(methylsulfonyl)-4-morpholino-2-(3-(m-tolyl)-1H-pyrazol-1-yl)furo[3,2-d]pyrimidine-6-carboxamide